C(C1=CC=CC=C1)OCC1C(C1C)C(=O)NC=1N=CC2=C(C=C(C=C2C1)C=1C=NC=CC1C)Cl Trans-2-[(benzyloxy)methyl]-N-[8-chloro-6-(4-methylpyridin-3-yl)isoquinolin-3-yl]-3-methylcyclopropane-1-carboxamide